C(C1=CC=CC=C1)N([C@@H](CC(=O)OCC)C=1C=C(C=CC1F)C1=C(C=C(C=C1)F)F)[C@H](C)C1=CC=CC=C1 ethyl (S)-3-(benzyl((R)-1-phenylethyl)amino)-3-(2',4,4'-trifluorobiphenyl-3-yl)propanoate